tert-butyl (1-((3-(4-chlorobenzoyl)-4,5-dimethylthiophen-2-yl)amino)-3-methoxy-1-oxopropan-2-yl)carbamate ClC1=CC=C(C(=O)C2=C(SC(=C2C)C)NC(C(COC)NC(OC(C)(C)C)=O)=O)C=C1